O[C@@H](CC(=O)O[C@@H]1[C@H](C(O)O[C@@H]([C@H]1O)CO)NC(C)=O)CCCCCCCCCCC {3-O-[(R)-3-hydroxymyristoyl]}-N-acetylglucosamine